3,3-difluoro-2,2-dimethyl-1-((2S,5S)-9-(5,5,5-trifluoropent-1-yn-1-yl)-2,3-dihydro-2,5-methanopyrido[3,4-f][1,4]oxazepin-4(5H)-yl)propan-1-one FC(C(C(=O)N1C[C@H]2OC3=C([C@@H]1C2)C=NC=C3C#CCCC(F)(F)F)(C)C)F